Butyl 3-{[(3S)-3-{6-[(2R,4S)-4-fluoro-2-[3-fluoro-5-(methylsulfanyl)phenyl]pyrrolidin-1-yl]imidazo[1,2-b]pyridazine-3-amido}pyrrolidin-1-yl]methyl}benzoate F[C@H]1C[C@@H](N(C1)C=1C=CC=2N(N1)C(=CN2)C(=O)N[C@@H]2CN(CC2)CC=2C=C(C(=O)OCCCC)C=CC2)C2=CC(=CC(=C2)SC)F